C1COS(=O)(=O)C1 1,3-PropaneSulfonate